N-(3,5-diphenyl-phenyl)-9,9-dimethylfluoren-2-amine C1(=CC=CC=C1)C=1C=C(C=C(C1)C1=CC=CC=C1)NC1=CC=2C(C3=CC=CC=C3C2C=C1)(C)C